FC=1C(=C(C#N)C=CC1)C(F)(F)F 3-fluoro-2-(trifluoromethyl)benzonitrile